N=1N=C(NC1)[C@@H]1CN(CC1)C(=O)N1CCC(CC1)OCC=1C=NC(=CC1)C(F)(F)F [(3S)-3-(4H-1,2,4-Triazol-3-yl)pyrrolidin-1-yl]-[4-[[6-(trifluoromethyl)-3-pyridyl]methoxy]-1-piperidyl]methanone